methyl-((S)-2,2,2-trifluoro-1-(7-fluorodibenzo[b,d]furan-2-yl)ethyl)-L-leucine CN([C@@H](CC(C)C)C(=O)O)[C@H](C(F)(F)F)C1=CC2=C(OC3=C2C=CC(=C3)F)C=C1